O=C1C=C(N=C2N1C=CC=C2)C(=O)NCC=2N=C1N(C=C(C=C1)CNCC1=CN=CS1)C2 4-oxo-N-{[6-({[(1,3-thiazol-5-yl)methyl]amino}methyl)imidazo[1,2-a]pyridin-2-yl]methyl}-4H-pyrido[1,2-a]pyrimidine-2-carboxamide